4-(N-(2-(4-(((2-(4-fluorophenyl)cyclopropyl)amino)methyl)piperidin-1-yl)ethyl)sulfamoyl)-N-hydroxybenzamide TFA Salt OC(=O)C(F)(F)F.FC1=CC=C(C=C1)C1C(C1)NCC1CCN(CC1)CCNS(=O)(=O)C1=CC=C(C(=O)NO)C=C1